N-(2-((3S,4R)-4-(2-(dimethylamino)ethoxy)-3-fluoropiperidin-1-yl)pyrimidin-4-yl)-5-iso-Propyl-8-((R)-2-methylazetidin-1-yl)-2,7-naphthyridin-3-amine CN(CCO[C@H]1[C@H](CN(CC1)C1=NC=CC(=N1)NC=1N=CC2=C(N=CC(=C2C1)C(C)C)N1[C@@H](CC1)C)F)C